C1(=CC=C(C=C1)N1C2=CC=CC=C2C=2C=C(C=CC12)B(O)O)C1=CC=CC=C1 (9-([1,1'-biphenyl]-4-yl)-9H-carbazol-3-yl)boronic acid